(4-(1H-imidazol-1-yl)phenyl)-[2,4'-bithiazole]-2'-amine N1(C=NC=C1)C1=CC=C(C=C1)C=1N=C(SC1)C=1N=C(SC1)N